O=C(CP(OC)(OC)=O)CCCCC1=NC=2NCCCC2C=C1 dimethyl (2-oxo-6-(5,6,7,8-tetrahydro-1,8-naphthyridin-2-yl)hexyl)phosphonate